CN1CCN(CC1)C1=CC=C(C(=O)NC2=NNC3=NC=C(C=C32)C=3C=NN(C3)C3CCNCC3)C=C1 4-(4-Methylpiperazin-1-yl)-N-(5-(1-(piperidin-4-yl)-1H-pyrazol-4-yl)-1H-pyrazolo[3,4-b]pyridin-3-yl)benzamid